4-[4-[3-[2-(5-Hydroxypyridin-3-yl)ethynyl]-5-(trifluoromethyl)benzoyl]piperazin-1-yl]-N-(3,3,3-trifluoropropylsulfonyl)benzamide OC=1C=C(C=NC1)C#CC=1C=C(C(=O)N2CCN(CC2)C2=CC=C(C(=O)NS(=O)(=O)CCC(F)(F)F)C=C2)C=C(C1)C(F)(F)F